COC1=CC(=C(C=C1NC1=NC=NC(=C1)N1OCC[C@@H]1C1=CC(=CC=C1)OC1=CC=CC=C1)NC(C=C)=O)N1CCC(CC1)N1CCNCC1 (R)-N-(4-methoxy-5-((6-(3-(3-phenoxyphenyl)isoxazolidin-2-yl)pyrimidin-4-yl)amino)-2-(4-(piperazin-1-yl)piperidin-1-yl)phenyl)acrylamide